tricyclohexyl-trimesoamide C1(CCCCC1)C1=C(C(=C(C(=C1C(=O)N)C1CCCCC1)C(=O)N)C1CCCCC1)C(=O)N